N[C@@H](C(C)C)C(=O)O[C@@H]1[C@H](O[C@@]([C@@H]1O)(C#N)C1=CC=C2C(=NC=NN21)N)COC(CC2CCCCC2)=O (2R,3S,4R,5R)-5-(4-aminopyrrolo[2,1-f][1,2,4]triazin-7-yl)-5-cyano-2-((2-cyclohexylacetoxy)methyl)-4-hydroxytetrahydrofuran-3-yl L-valinate